Cl.COC=1C=C(CN[C@](C(=O)O)(CCC(C)(C)C)C)C=CC1 (S)-2-((3-methoxybenzyl)amino)-2,5,5-trimethylhexanoic acid hydrochloride